tert-butyl (3R,5R)-4-(6-amino-5-nitropyridin-2-yl)-3,5-dimethylpiperazine-1-carboxylate NC1=C(C=CC(=N1)N1[C@@H](CN(C[C@H]1C)C(=O)OC(C)(C)C)C)[N+](=O)[O-]